2-[1-[6-Methyl-2-(1-methylindol-6-yl)-4-oxo-chromen-8-yl]ethylamino]benzoic acid CC=1C=C2C(C=C(OC2=C(C1)C(C)NC1=C(C(=O)O)C=CC=C1)C1=CC=C2C=CN(C2=C1)C)=O